C[Si](C)(C)[N-][Si](C)(C)C.[K+] potassium bistrimethylsilylamide